1,3,5-tris(3,5-di-tert-butyl-4-hydroxybenzyl)-1,3,5-triazin-2,4,6-trione C(C)(C)(C)C=1C=C(CN2C(N(C(N(C2=O)CC2=CC(=C(C(=C2)C(C)(C)C)O)C(C)(C)C)=O)CC2=CC(=C(C(=C2)C(C)(C)C)O)C(C)(C)C)=O)C=C(C1O)C(C)(C)C